6-(3-(3-Chloro-4-fluorophenyl)-5-ethyl-4H-1,2,4-triazol-4-yl)imidazo[1,2-a]pyridine-3-Formonitrile ClC=1C=C(C=CC1F)C1=NN=C(N1C=1C=CC=2N(C1)C(=CN2)C#N)CC